C1=CC=C(C=C1)CC2=NC(=C(O2)O)C=O The molecule is a 1,3-oxazole having benzyl, hydroxymethylene and oxo groups at positions 2, 4 and 5 respectively. It is a member of 1,3-oxazoles and a gamma-lactone. It is a conjugate acid of a 2-benzyl-4-oxidomethylene-5-oxazolone(1-).